N-(5-(3-Chloro-4-fluorophenoxy)-2-methoxyphenyl)-1-methyl-5-oxo-pyrrolidine-2-carboxamide ClC=1C=C(OC=2C=CC(=C(C2)NC(=O)C2N(C(CC2)=O)C)OC)C=CC1F